4-(4'-O-acetyl-α-L-rhamnopyranosyloxy)benzyl isothiocyanate C(C)(=O)O[C@@H]1[C@H]([C@H]([C@@H](O[C@H]1C)OC1=CC=C(CN=C=S)C=C1)O)O